[Cl-].C(CCCCCCCCCCCCCCCCC)(=O)N stearamide chloride